ClC1=NC=CC(=N1)N[C@H](C(=O)N)C(C)C (S)-2-((2-chloropyrimidin-4-yl)amino)-3-methylbutanamide